C(C)(C)C1=C(NC2=CC=C(C=C12)C1CCC(CC1)N1CCOCC1)C=1C=C(C=2N(C1)N=CN2)C 4-(4-(3-Isopropyl-2-(8-methyl-[1,2,4]triazolo[1,5-a]pyridin-6-yl)-1H-indol-5-yl)cyclohexyl)morpholin